C(C)OC(COCCOCCOCCOC1=CC=C(C=C1)CN1C(=C(C2=CC(=CC=C12)OCC1=CC=CC=C1)C)C1=CC=C(C=C1)Cl)=O.C1NCC=2C=NC=CC21 2H,3H-pyrrolo[3,4-c]pyridine ethyl-1-(4-[[5-(benzyloxy)-2-(4-chlorophenyl)-3-methyl-1H-indol-1-yl]methyl]phenyl)-1,4,7,10-tetraoxadodecan-12-oate